2-methoxy-1-[(E)-2-nitroprop-1-en-1-yl]-4-pentylbenzene COC1=C(C=CC(=C1)CCCCC)\C=C(/C)\[N+](=O)[O-]